N[C@H]1CS(C2=C(N(C1=O)CC1=CC=C(C=C1)Cl)C=C(C(=C2)F)C=2C=NN(C2)CC)(=O)=O (3R)-3-amino-5-[(4-chlorophenyl)methyl]-7-(1-ethylpyrazol-4-yl)-8-fluoro-1,1-dioxo-2,3-dihydro-1λ6,5-benzothiazepin-4-one